C(C)(C)(C)[C@@H]1CC=2C=C3C(=NC2CC1)SC(=C3)C(=O)N[C@H](CC[NH+]3CC(CCC3)O)C3=CC=C(C=C3)C3=CNC(C=C3)=O |r| rac-(6S)-6-tert-butyl-N-[rac-(1R)-3-(3-hydroxypiperidin-1-ium-1-yl)-1-[4-(6-oxo-1H-pyridin-3-yl)phenyl]propyl]-5,6,7,8-tetrahydrothieno[2,3-b]quinoline-2-carboxamide